COC1=CC=C(C=C1)S(=O)(=O)N[C@H](C(=O)O)CCCCCC(=O)O (S)-2-(4-Methoxy-benzenesulfonylamino)-octanedioic acid